[Cl-].[Cl-].C(CCCCC)C(=[Hf+2](C1C2=CC(=CC=C2C=2C=CC(=CC12)C(C)(C)C)C(C)(C)C)C1C=CC=C1)C1=CC=CC=C1 (1-hexyl)(phenyl)methylene(cyclopentadienyl)(2,7-di-tert-butylfluoren-9-yl)hafnium dichloride